CS(=O)(=O)C=1C=C(C=NC1)C1=NC(=NC=C1C(F)(F)F)N[C@@H]1CC[C@H](CC1)N(C(OCCN1CC(C1)(F)F)=O)C1=NC=C(N=C1)C=1C=NC(=NC1)OC 2-(3,3-difluoroazetidin-1-yl)ethyl (trans-4-((4-(5-(methanesulfonyl)pyridin-3-yl)-5-(trifluoromethyl)pyrimidin-2-yl)amino)cyclohexyl)(5-(2-methoxypyrimidin-5-yl)pyrazin-2-yl)carbamate